4-((3-(8-(((3S,4R)-3-fluoro-1-methylpiperidin-4-yl)amino)-3-((trifluoromethyl)thio)imidazo[1,2-c]pyrimidin-2-yl)prop-2-yn-1-yl)amino)-3-methoxy-N-methylbenzamide F[C@H]1CN(CC[C@H]1NC=1C=2N(C=NC1)C(=C(N2)C#CCNC2=C(C=C(C(=O)NC)C=C2)OC)SC(F)(F)F)C